4-ethylquinoline-3,4-diamine C(C)C1(C(C=NC2=CC=CC=C12)N)N